C1(CC1)C1=CC(=C(C(=C1)C)N1N=C2N=C(NC(C2=C1)=O)C=1N=CN(C1)C)C 2-(4-cyclopropyl-2,6-dimethylphenyl)-6-(1-methyl-1H-imidazol-4-yl)-2,5-dihydro-4H-pyrazolo[3,4-d]pyrimidine-4-one